N-(4-(4-hydroxybutyl)-2,6-diisopropylphenyl)-3,5-bis(trifluoromethyl)benzene-sulfonamide OCCCCC1=CC(=C(C(=C1)C(C)C)NS(=O)(=O)C1=CC(=CC(=C1)C(F)(F)F)C(F)(F)F)C(C)C